N1(CCCC1)C(C(=O)C1=CC=CC=C1)(C)C pyrrolidino-α-methylpropiophenone